tert-butyl (2S)-2-methyl-4-(6-(2-methyl-7-((tetrahydro-2H-pyran-3-yl)oxy)imidazo[1,2-a]pyridine-6-carboxamido)pyridazin-3-yl)piperazine-1-carboxylate C[C@@H]1N(CCN(C1)C=1N=NC(=CC1)NC(=O)C=1C(=CC=2N(C1)C=C(N2)C)OC2COCCC2)C(=O)OC(C)(C)C